N-(2-pyridylmethyl)-N'-(1H-imidazol-2-ylmethyl)-N'-(8-hydroxy-1,2,3,4-tetrahydro-2-naphthylmethyl)-1,4-xylylenediamine N1=C(C=CC=C1)CNCC1=CC=C(C=C1)CN(CC1CC2=C(C=CC=C2CC1)O)CC=1NC=CN1